C1(=CCC2=CC=CC=C12)NC(C)=O N-(3H-indenyl)acetamide